O1C(=NC2=C1C=CC=C2)C(C)O 1-(1,3-benzoxazol-2-yl)ethan-1-ol